methyl 5-nitro-4-((1-phenyl-1H-indol-6-yl)amino)thiophene-2-carboxylate [N+](=O)([O-])C1=C(C=C(S1)C(=O)OC)NC1=CC=C2C=CN(C2=C1)C1=CC=CC=C1